3-((tert-butyldimethylsilyl)oxy)-4-(1,3-dioxolan-2-yl)benzonitrile [Si](C)(C)(C(C)(C)C)OC=1C=C(C#N)C=CC1C1OCCO1